O=C1CCN(C2CC12)C(=O)OCCCC butyl 5-oxo-2-azabicyclo[4.1.0]heptane-2-carboxylate